FC(C(=O)[O-])(F)F.C1=C(C=CC2=CC=CC=C12)C(=O)NC1=C(C(=O)N[C@H](C(=O)NCCC[NH+](C)C)CC2=CC=CC=C2)C=CC=C1 (S)-3-(2-(2-(2-naphthamido)benzamido)-3-phenylpropanamido)-N,N-dimethylpropan-1-aminium trifluoroacetate